CC1=CC=CC=C1C(=O)[O-] The molecule is a toluate that is the conjugate base of o-toluic acid. It has a role as a xenobiotic metabolite. It is a conjugate base of an o-toluic acid.